ClC1=C(C=C2C=C(N=CC2=C1)C1(CC12COCC2)C(=O)N)C2CCN(CC2)C2(COCC2F)C#N (7-chloro-6-(1-(3-cyano-4-fluorotetrahydrofuran-3-yl)piperidin-4-yl)isoquinolin-3-yl)-5-oxaspiro[2.4]heptane-1-carboxamide